4-(4-Methyl-1,4-diazepan-1-yl)-8-oxo-11-thia-1,3,5-triazatetracyclo-[8.7.0.02,7.012,17]heptadeca-2(7),3,5,9,12,14,16-heptaene-9-carbohydrazide CN1CCN(CCC1)C1=NC=2N3C4=CC=CC=C4SC3=C(C(C2C=N1)=O)C(=O)NN